6-(4-(azetidin-1-yl)phenyl)-3-(2-ethoxyphenyl)-7H-[1,2,4]triazolo[3,4-b][1,3,4]thiadiazine N1(CCC1)C1=CC=C(C=C1)C1=NN2C(SC1)=NN=C2C2=C(C=CC=C2)OCC